N-(3-(6-methyl-7-oxo-6,7-dihydro-1H-pyrrolo[2,3-c]pyridin-4-yl)-4-(3-(2-(methylamino)ethoxy)phenoxy)phenyl)ethanesulfonamide CN1C(C2=C(C(=C1)C=1C=C(C=CC1OC1=CC(=CC=C1)OCCNC)NS(=O)(=O)CC)C=CN2)=O